C1(CC1)N(C(CCCC=1N=C(N(C1)C1=CC=CC=C1)C1=C(C(=O)N)C=CC=C1C=1C=NNC1)=O)C (4-(4-(cyclopropyl-(methyl)amino)-4-oxobutyl)-1-phenyl-1H-imidazol-2-yl)-3-(1H-pyrazol-4-yl)benzamide